N1(CCCCC1)C(=O)C1CCC(CC1)C1=CC=C(C=C1)N1C[C@@H](CC1)OC=1C(=NC=2N(C1C)N=C(N2)C)C piperidin-1-yl((1R,4r)-4-(4-((R)-3-((2,5,7-trimethyl-[1,2,4]triazolo[1,5-a]pyrimidin-6-yl)oxy)pyrrolidin-1-yl)phenyl)cyclohexyl)methanone